NC(C(=O)N[C@H]1C[C@H](CCC1)NC1=CC(=NC2=CC=C(C=C12)C)C(F)(F)F)CC1=CN=CN1 2-amino-3-(1H-imidazol-5-yl)-N-[(1r,3s)-3-{[6-methyl-2-(trifluoromethyl)quinolin-4-yl]amino}cyclohexyl]propanamide